C(C1=CC=CC=C1)N1CCN(CC1)C1=CC=CC=2OCCOC21 1-Benzyl-4-(2,3-dihydro-benzo[1,4]dioxin-5-yl)-piperazine